1-(3-cyano-6-(2-hydroxy-2-methylpropoxy)pyrazolo[1,5-a]pyridin-4-yl)-1H-pyrazole C(#N)C=1C=NN2C1C(=CC(=C2)OCC(C)(C)O)N2N=CC=C2